tert-butyl (6-chloro-3-isopropylimidazo[1,2-b]pyridazin-8-yl)(3-fluorophenyl)carbamate ClC=1C=C(C=2N(N1)C(=CN2)C(C)C)N(C(OC(C)(C)C)=O)C2=CC(=CC=C2)F